(4-((4-methylbenzyl)amino)piperazin-1-yl)-8-nitro-6-(trifluoromethyl)-4H-benzo[e][1,3]thiazin-4-one CC1=CC=C(CNN2CCN(CC2)C=2SC3=C(C(N2)=O)C=C(C=C3[N+](=O)[O-])C(F)(F)F)C=C1